neopentylene adipate C1(CCCCC(=O)OCC(CO1)(C)C)=O